N6-Acetyl-adenine C(C)(=O)NC1=C2NC=NC2=NC=N1